nicotinamide bistrifluoroacetate salt FC(C(=O)O)(F)F.FC(C(=O)O)(F)F.C(C1=CN=CC=C1)(=O)N